(S)-N-(3-chloro-5-fluorobenzyl)-3-hydroxy-2-oxo-1-(2'-oxo-1',2'-dihydro-spiro[cyclopropane-1,3'-pyrrolo[2,3-b]pyridine]-5'-yl)pyrrolidine-3-carboxamide ClC=1C=C(CNC(=O)[C@@]2(C(N(CC2)C=2C=C3C(=NC2)NC(C32CC2)=O)=O)O)C=C(C1)F